N[C@H]1CN(C[C@@H](C1)F)C(=O)C=1C=CC=2N(C1)N=C(C2C)C=2N(C1=CC(=CC=C1C2)N2CCC(CC2)N2C(CCC2)=O)CC2CC2 1-[1-(2-{6-[(3R,5R)-3-Amino-5-fluoropiperidine-1-carbonyl]-3-methylpyrazolo[1,5-a]pyridin-2-yl}-1-(cyclopropylmethyl)-1H-indol-6-yl)piperidin-4-yl]pyrrolidin-2-one